N1C=CC=2C(=CC=CC12)N Indol-4-amine